CC1=C(N=NC=C1)C1=CC=C(C=C1)C1=NNC2=NC=C(C=C21)C=2C=CC1=C(CC[C@H](CC1)N1C3COCC1C3)C2 6-[(7S)-2-{3-[4-(4-Methylpyridazin-3-yl)phenyl]-1H-pyrazolo[3,4-b]pyridin-5-yl}-6,7,8,9-tetrahydro-5H-benzo[7]annulen-7-yl]-3-oxa-6-azabicyclo[3.1.1]heptane